C1(CC1)CN1C(=CC=2C1=NC=CC2)C2=NC1=C(N2CC=2C=NN(C2)C)C(=CC(=C1)C(=O)N1[C@@H]2CC[C@H](C1)[C@H]2N)OC (1R,4R,7R)-2-{2-[1-(cyclopropylmethyl)-1H-pyrrolo[2,3-b]pyridin-2-yl]-7-methoxy-1-[(1-methyl-1H-pyrazol-4-yl)methyl]-1H-1,3-benzodiazole-5-carbonyl}-2-azabicyclo[2.2.1]heptan-7-amine